4-(3,4-dihydro-quinolin-1(2H)-yl)benzoic acid methyl ester COC(C1=CC=C(C=C1)N1CCCC2=CC=CC=C12)=O